C(C)[C@H]1OC=2C(=CC3=CN(N=C3C2)C)CN(C1)C(=O)OCC1=CC=CC=C1 benzyl (R)-8-ethyl-2-methyl-2,5,7,8-tetrahydro-6H-[1,4]oxazepino[6,7-f]indazole-6-carboxylate